4-azabicyclo[4.3.0]nonane C12CCNCC2CCC1